C(C)OC1=C(C=C2CCN(C(C2=C1)CC(C)C1=CNC2=CC=C(C=C12)OC)C(=O)N1CCOCC1)OC (7-ethoxy-6-methoxy-1-(2-(5-methoxy-1H-indol-3-yl)propyl)-3,4-dihydroisoquinolin-2(1H)-yl)(morpholinyl)methanone